(S)-1,6-dimethylpiperazin-2-one hydrochloride Cl.CN1C(CNC[C@@H]1C)=O